C(C)(C)(C)C1=CN=C(S1)C(C(=O)N)CNC1=NC=CC2=CC=C(C=C12)C1=NOC(=N1)C (5-(tert-butyl)thiazol-2-yl)-3-((7-(5-methyl-1,2,4-oxadiazol-3-yl)isoquinolin-1-yl)amino)propanamide